C(C=C)C=1C=C(C2=C(CC(NO2)C2=CC(=CC=C2)C#C)C1)OC 6-allyl-3-(3-ethynylphenyl)-8-methoxy-3,4-dihydro-2H-benzoxazine